meth-anal C=O